CCCS n-propylthiol